O.O.Cl.Cl.NC1=CC=CC(=N1)C(=O)C1CCN(CC1)C (6-amino-2-pyridyl)-(1-methyl-4-piperidyl)methanone dihydrochloride dihydrate